CADMIUM ZINC TELLURIDE [Te-2].[Zn+2].[Cd+2].[Te-2]